C(C)N(CC)C(C)C1=CC=CC=C1 N,N-diethyl-(α-phenylethyl)amine